C(C)N1C=NC2=C1N=NC=C2C2=CC(=C(C=C2)F)C2=C(C=1N(C=C2)C(=NN1)C1(CCOCC1)C)OC 7-Ethyl-4-(4-fluoro-3-(8-methoxy-3-(4-methyltetrahydro-2H-pyran-4-yl)-[1,2,4]triazolo[4,3-a]pyridin-7-yl)phenyl)-7H-imidazo[4,5-c]pyridazine